BrCC=1C(=NC2=CC(=CC=C2C1)CN(C(=O)C=1C=NC(=CC1)C1CC1)C=1C(=NC=CC1)S(=O)(=O)C)Cl N-{[3-(bromo-methyl)-2-chloroquinolin-7-yl]methyl}-6-cyclopropyl-N-(2-methanesulfonylpyridin-3-yl)pyridine-3-carboxamide